L-serine diazoacetate [N+](=[N-])=CC(=O)OC[C@H](N)C(=O)O